FC=1C=C(C=CC1)N1N=C(C2=CC(=CC=C12)OC1CCN(CC1)C1=NC2=C(N1C(C)C1=CC=CC=C1)C=CC=C2)C 1-(3-fluorophenyl)-3-methyl-5-((1-(1-(1-phenylethyl)-1H-benzo[d]imidazol-2-yl)piperidin-4-yl)oxy)-1H-indazole